FC(C(C(C(C(C(F)(F)F)(F)F)(F)F)(F)F)(F)F)(C(CCCCCCCCCCCCCCCCCCCCC)N)F 1-(perfluorohexyl)behenyl-amine